ClC1=CC=C(C=C1)CC(=O)NC[C@H]([C@@H](O)[C@H]1[C@@H]([C@H](C[C@@](O1)(C(=O)O)OCCCCCCNC(CCC#C)=O)O)NC(CO)=O)O (2R,4S,5R,6R)-6-((1R,2R)-3-(2-(4-chlorophenyl)acetamido)-1,2-dihydroxypropyl)-4-hydroxy-5-(2-hydroxyacetamido)-2-((6-(pent-4-ynamido)hexyl)oxy)tetrahydro-2H-pyran-2-carboxylic acid